4-(trimethylsilyl)morpholine C[Si](N1CCOCC1)(C)C